(S)-4-(1-(2-fluoroethyl)-1H-pyrazol-4-yl)-6-(4-(methoxycarbonyl)phenyl)-3,6-dihydropyridine-1(2H)-carboxylic acid benzyl ester C(C1=CC=CC=C1)OC(=O)N1CCC(=C[C@H]1C1=CC=C(C=C1)C(=O)OC)C=1C=NN(C1)CCF